[In].FC=1C=C(N)C=CC1OC1=CC=2N(C=N1)C=NN2 3-fluoro-4-([1,2,4]triazolo[4,3-c]pyrimidin-7-yloxy)aniline indium